2-pyrazinyl-2-pyridylmethylamine N1=C(C=NC=C1)C1(NC=CC=C1)CN